O=CCCC(=O)OCC=NNC 2-(2-methylhydrazine-1-ylidene)Ethyl 4-oxobutyrate